C1=CC2=C(C(=C1)[N+](=O)[O-])C3=C(C=CC(=O)C3=C2)[N+](=O)[O-] 4,5-dinitrofluorenone